3-amino-1-(3-(cycloheptylmethoxy)phenyl)propan-1-ol NCCC(O)C1=CC(=CC=C1)OCC1CCCCCC1